amino-3''-(tert-butyl)-5'-(3-(tert-butyl)phenyl)-[1,1':3',1''-terphenyl]-4-carbonitrile NC1=C(C=CC(=C1)C#N)C1=CC(=CC(=C1)C1=CC(=CC=C1)C(C)(C)C)C1=CC(=CC=C1)C(C)(C)C